C(#N)C1(CNCC1)CCC(=O)O 3-(3-cyanopyrrolidin-3-yl)propanoic acid